tert-butyl 4-[5-(methylamino)isoxazol-3-yl]piperidine-1-carboxylate CNC1=CC(=NO1)C1CCN(CC1)C(=O)OC(C)(C)C